C(C=C)(=O)C1CCNCC1 4-acryloylpiperidine